5-(1-hydroxy-2-o-tolylaminoethyl)-1,3,4-oxadiazol-2(3H)-one OC(CNC1=C(C=CC=C1)C)C1=NNC(O1)=O